1-(bicyclo[1.1.1]pentan-1-yl)-4-((5-(o-tolyl)-1,3,4-thiadiazol-2-yl)methyl)piperazine-2,3-dione C12(CC(C1)C2)N2C(C(N(CC2)CC=2SC(=NN2)C2=C(C=CC=C2)C)=O)=O